COC(C(C)C1=CC(=NC=C1)OC)=O 2-(2-methoxypyridin-4-yl)Propanoic Acid Methyl Ester